ClC=1C=C(C(=NC1)N1C(C(N(C(C1)=O)CC1=CC=C(C=C1)F)C1CC(C1)O)=O)F 1-(5-chloro-3-fluoropyridin-2-yl)-4-(4-fluorobenzyl)-3-(3-hydroxycyclobutyl)-piperazine-2,5-dione